diamyl ((5S)-5-((4-amino-2-oxopyrimidin-1(2H)-yl) methyl)-2-oxo-1,4,2-dioxaphosphorinan-2-yl)-L-glutamate NC1=NC(N(C=C1)C[C@@H]1OCP(OC1)(=O)N[C@@H](CCC(=O)OCCCCC)C(=O)OCCCCC)=O